4-[3-Hydroxy-6-(4-methyl-benzyl)-pyridin-2-yl]-4-oxo-butyric acid ethyl ester C(C)OC(CCC(=O)C1=NC(=CC=C1O)CC1=CC=C(C=C1)C)=O